C(OC1=C(C(=C(C=C1)[N+](=O)[O-])C([C@@H](NC([C@@H](NC(=O)OC(C)(C)C)C(C)C)=O)C)=O)CC1=CC=C(C=C1)N)([O-])=O tert-butyloxycarbonyl-valyl-alanyl-(4-aminobenzyl)-(4-nitrophenyl) carbonate